FC1(OC2=C(O1)C=CC(=C2)[C@H](C)NC2=NC=CC(=C2)N2N=C(C=1CCC[C@@H](C21)N)C(F)(F)F)F (S)-1-(2-(((S)-1-(2,2-difluorobenzo[d][1,3]dioxol-5-yl)ethyl)amino)pyridine-4-yl)-3-(trifluoromethyl)-4,5,6,7-tetrahydro-1H-indazol-7-amine